3-{4-amino-5-[(3,3-difluoroazetidin-1-yl)methyl]pyrrolo[2,1-f][1,2,4]triazin-7-yl}-N-[(3R,4S)-4-fluoro-1-(2-methylpropanoyl)pyrrolidin-3-yl]benzamide NC1=NC=NN2C1=C(C=C2C=2C=C(C(=O)N[C@@H]1CN(C[C@@H]1F)C(C(C)C)=O)C=CC2)CN2CC(C2)(F)F